methyl 5-[(3-chloro-4-methoxy-phenyl)carbamoyl]-2-[(4-methoxyphenyl)methyl]pyrazole-3-carboxylate ClC=1C=C(C=CC1OC)NC(=O)C=1C=C(N(N1)CC1=CC=C(C=C1)OC)C(=O)OC